(S)-2-(N-[4-amino-5-(pyridine-4-carbonyl)thiazol-2-yl]-4-chloro-anilino)propanamide NC=1N=C(SC1C(=O)C1=CC=NC=C1)N(C1=CC=C(C=C1)Cl)[C@H](C(=O)N)C